C(C)(C)(C)OC(NC1=NC(=NC=C1)C=1C=NC=CC1)=O (2-(pyridin-3-yl)pyrimidin-4-yl)carbamic acid tert-butyl ester